(S)-(-)-1-(4-fluoroquinoline-5-yl)sulfonyl-2-methyl-1,4-diazepane FC1=CC=NC2=CC=CC(=C12)S(=O)(=O)N1[C@H](CNCCC1)C